NC1=NC=NC=2C3=C(CC(C12)(C)C)C(=C(C=C3)O[C@@H]3CC[C@H](CC3)N)N(CCNS(=O)(=O)C)C N-[2-[[4-amino-8-(trans-4-aminocyclohexoxy)-5,5-dimethyl-6H-benzo[h]quinazolin-7-yl]-methyl-amino]ethyl]methanesulfonamide